(5-methylpyridin-2-yl)methanone CC=1C=CC(=NC1)C=O